BrC1=CC(=C(OCCC(=O)OC)C(=C1)[N+](=O)[O-])F Methyl 3-(4-Bromo-2-fluoro-6-nitrophenoxy)propanoate